1-(1-adamantylmethyl)-2-oxo-1,2-dihydropyridin C12(CC3CC(CC(C1)C3)C2)CN2C(C=CC=C2)=O